(3aR,5R,6aS)-N-{(1R,6S)-2,2-difluoro-6-[4-(propan-2-yl)piperazin-1-yl]cyclohexyl}-5-phenylhexahydrocyclopenta[c]Pyrrole-2(1H)-carboxamide FC1([C@@H]([C@H](CCC1)N1CCN(CC1)C(C)C)NC(=O)N1C[C@@H]2[C@H](C1)CC(C2)C2=CC=CC=C2)F